1-(3-chlorophenyl)-N-ethylmethanesulfonamide ClC=1C=C(C=CC1)CS(=O)(=O)NCC